ClC1=CC=C(C=C1)NC1C2=C(C=3N(CC1)N=NC3C)C=CC(=C2)C=2CCN(CC2)C(=O)OC(C)(C)C tert-butyl 4-(7-((4-chlorophenyl)amino)-1-methyl-6,7-dihydro-5H-benzo[c][1,2,3]triazolo[1,5-a]azepin-9-yl)-3,6-dihydropyridine-1(2H)-carboxylate